rac-(4aR,8aS)-6-(4-(1-(4-(Trifluoromethyl)phenyl)ethyl)piperidine-1-carbonyl)hexahydro-2H-pyrido[4,3-b][1,4]oxazin-3(4H)-one FC(C1=CC=C(C=C1)C(C)C1CCN(CC1)C(=O)N1C[C@@H]2[C@@H](OCC(N2)=O)CC1)(F)F |r|